FC(CN1N=CC=2C1=NC(=CN2)N2CC1(CN(C1)C1=CC(=NC=C1)OCC(F)(F)F)CC2)F 6-[1-(2,2-difluoroethyl)-1H-pyrazolo[3,4-b]pyrazin-6-yl]-2-[2-(2,2,2-trifluoroethoxy)pyridin-4-yl]-2,6-diazaspiro[3.4]octane